4-chlorothiophene-2-sulfonamide ClC=1C=C(SC1)S(=O)(=O)N